germanium antimony indium telluride [In]=[Te].[Sb].[Ge]